Methyl ((3-(4-((2-(tert-butyl)-1H-imidazol-1-yl)methyl)phenyl)-5-isobutylpyridin-2-yl)sulfonyl)carbamate C(C)(C)(C)C=1N(C=CN1)CC1=CC=C(C=C1)C=1C(=NC=C(C1)CC(C)C)S(=O)(=O)NC(OC)=O